COC(C(CCN(C([2H])([2H])[2H])C(=O)OC(C)(C)C)O)=O 4-((tert-Butoxycarbonyl)(methyl-d3)amino)-2-hydroxybutyric acid methyl ester